Cl.Cl.C(C)(C)N([C@H]1CNC[C@@H]1C)C (3R,4S)-N-Isopropyl-N,4-dimethylpyrrolidin-3-amine dihydrochloride